S1C=C(C=C1)S(=O)(=O)[O-] 3-thiophenesulfonate